C1(CC2C(CC1)O2)C 3,4-Epoxycyclohexylmethane